N1C[C@@H](CCC1)C(=O)N (R)-3-piperidineformamide